6-amino-5-[1-(2,6-dichloro-3-fluoro-phenyl)-ethoxy]-nicotinic acid NC1=NC=C(C(=O)O)C=C1OC(C)C1=C(C(=CC=C1Cl)F)Cl